C(C)(C)(C)OC(=O)NC1=NC=CC(=C1Cl)OC1=C(C=C(C=C1)NC1=C(C(=O)O)C=CC=N1)F 2-((4-((2-((tert-Butoxycarbonyl)amino)-3-chloropyridin-4-yl)oxy)-3-fluorophenyl)amino)nicotinic acid